C(C)(C)(C)OC(N(CCOCCOCCOCCOCCO)C(=O)OC(C)(C)C)=O tert-butyl-N-tert-butoxycarbonyl-N-[2-[2-[2-[2-(2-hydroxyethoxy)ethoxy]ethoxy] ethoxy]ethyl]carbamate